4-amino-N-(4-(1-(difluoromethyl)-1H-pyrazol-4-yl)-2-methoxybenzyl)-7-fluoro-N-methylimidazo[1,5-a]quinoxaline-8-carboxamide NC=1C=2N(C3=CC(=C(C=C3N1)F)C(=O)N(C)CC1=C(C=C(C=C1)C=1C=NN(C1)C(F)F)OC)C=NC2